FC1=C(CN2C3=C(C(=C(CC2=O)C(=O)OC)O)C=CC=C3)C=C(C=C1)F Methyl 1-(2,5-difluorobenzyl)-5-hydroxy-2-oxo-2,3-dihydro-1H-benzo[b]azepine-4-carboxylate